(S)-methyl 1-methyl-5-oxopyrrolidine-2-carboxylate CN1[C@@H](CCC1=O)C(=O)OC